C(CCCCCCC\C=C/C\C=C/C\C=C/CC)(=O)OCC(COC(CCCCCCC\C=C/C\C=C/CCCCC)=O)COC(NC1CN(C1)CC(F)(F)F)=O 3-(((9Z,12Z)-octadeca-9,12-dienoyl)oxy)-2-((((1-(2,2,2-trifluoroethyl)azetidin-3-yl)carbamoyl)oxy)methyl)propyl (9Z,12Z,15Z)-octadeca-9,12,15-trienoate